2-methyl-3-furanon CC1OC=CC1=O